3-(3-(4-(Chloromethyl)phenyl)-5-(1H-1,2,3-triazol-1-yl)-3H-imidazo[4,5-b]pyridin-2-yl)pyridin-2-amine ClCC1=CC=C(C=C1)N1C(=NC=2C1=NC(=CC2)N2N=NC=C2)C=2C(=NC=CC2)N